1,1-diphenylpropanol C1(=CC=CC=C1)C(CC)(O)C1=CC=CC=C1